C(C)(C)C1=C(NC2=CC=C(C=C12)C1CN(CCC1)CC(=O)N(C)C)C=1C=C(C=2N(C1)N=CN2)OC 2-(3-(3-isopropyl-2-(8-methoxy-[1,2,4]triazolo[1,5-a]pyridin-6-yl)-1H-indol-5-yl)piperidin-1-yl)-N,N-dimethylacetamide